(4-(2-chlorophenyl)thiazol-2-yl)-5-fluoropicolinamide ClC1=C(C=CC=C1)C=1N=C(SC1)C=1C(=NC=C(C1)F)C(=O)N